(6-bromopyridin-2-yl)-6-methoxyimidazo[1,2-a]pyridine BrC1=CC=CC(=N1)C=1N=C2N(C=C(C=C2)OC)C1